N4,N4'-bis(3-chloro-4-(dimethylamino)phenyl)-[1,1'-biphenyl]-4,4'-dicarboxamide ClC=1C=C(C=CC1N(C)C)NC(=O)C1=CC=C(C=C1)C1=CC=C(C=C1)C(=O)NC1=CC(=C(C=C1)N(C)C)Cl